N1=C(C=CC=2CCCNC12)CCCCN(CCCC(=O)O)CCOCC(F)(F)F 4-((4-(5,6,7,8-tetrahydro-1,8-naphthyridin-2-yl)butyl)(2-(2,2,2-trifluoroethoxy)ethyl)Amino)butyric acid